C(C)(C)(C)OC(NCCN(C)C1=C(C=C(C=C1)N)C[S@](=O)C)=O |r| (±)-(2-((4-amino-2-((methylsulfinyl)methyl)phenyl)(methyl)amino)ethyl)carbamic acid tert-butyl ester